cyclopentadienyl-[N,N'-bis(trimethylsilyl)benzamidine] hafnium dichloride [Cl-].[Cl-].[Hf+2].C1(C=CC=C1)C1=C(C(=N[Si](C)(C)C)N[Si](C)(C)C)C=CC=C1